N-(6-(methylsulfonyl)benzo[d]thiazol-2-yl)-5-nitrothiophene-2-carboxamide CS(=O)(=O)C1=CC2=C(N=C(S2)NC(=O)C=2SC(=CC2)[N+](=O)[O-])C=C1